1-(Butoxymethoxy)butane C(CCC)OCOCCCC